Tri(t-butyl)ammonium tetrakis(perfluoronaphthyl)borat FC1=C(C2=C(C(=C(C(=C2C(=C1F)F)F)F)F)F)[B-](C1=C(C(=C(C2=C(C(=C(C(=C12)F)F)F)F)F)F)F)(C1=C(C(=C(C2=C(C(=C(C(=C12)F)F)F)F)F)F)F)C1=C(C(=C(C2=C(C(=C(C(=C12)F)F)F)F)F)F)F.C(C)(C)(C)[NH+](C(C)(C)C)C(C)(C)C